BrC=1C(NC(=NC1C1CCCC1)C=1C(=NOC1C)C)=O 5-bromo-6-cyclopentyl-2-(3,5-dimethyl-4-isoxazolyl)-4(3H)-pyrimidinone